methyl 8-fluoro-2-(5-oxaspiro[3.5]nonan-8-yl)-1,2,3,4-tetrahydroisoquinoline-6-carboxylate FC=1C=C(C=C2CCN(CC12)C1CCOC2(CCC2)C1)C(=O)OC